tert-butylperoxyisopropyl monocarbonate C(OC(C)(C)OOC(C)(C)C)([O-])=O